OC1CCN(CC1)C1=CC=C(NC=2N=CC3=C(N2)N(C(C(=C3)N3CCNC2=C(C=CC=C32)C)=O)C)C=C1 2-[4-(4-hydroxy-1-piperidinyl)anilino]-8-methyl-6-(5-methyl-3,4-dihydro-2H-quinoxalin-1-yl)pyrido[2,3-d]pyrimidin-7-one